(1R,4R)-N4-{2-[3-({2-methoxy-4-[(4-methylpiperazin-1-yl)sulfonyl]phenyl}amino)prop-1-yn-1-yl]-1-(2,2,2-trifluoroethyl)-1H-indol-4-yl}-N1,N1-dimethyl-cyclohexane-1,4-diamine COC1=C(C=CC(=C1)S(=O)(=O)N1CCN(CC1)C)NCC#CC=1N(C2=CC=CC(=C2C1)NC1CCC(CC1)N(C)C)CC(F)(F)F